C(C)(=O)[C@@]1(C[C@@H](O[C@@H]1C(O)C(C)=O)N1C(=O)NC(=O)C=C1)O 3',5'-diacetyldeoxyuridine